CC=1C=C2C(=CC=NC2=CC1)N1C(C2=CC=CC=C2CC1)=O 2-(6-methylquinolin-4-yl)-3,4-dihydroisoquinolin-1(2H)-one